ClC1=NN(C=C1C1=NC=CC(=N1)NC=1N=CC2=C(C=CC(=C2C1)C(C)OC)N1[C@@H]([C@H](C1)N(S(=O)(=O)C)C)C)CCO N-((2R,3S)-1-(3-((2-(3-chloro-1-(2-hydroxyethyl)-1H-pyrazol-4-yl)pyrimidin-4-yl)amino)-5-(1-methoxyethyl)isoquinolin-8-yl)-2-methylazetidin-3-yl)-N-methyl-methanesulfonamide